C(C)O[Si](CCCN(CN1C(N(C2C1N(C(N2COCC)=O)COCC)COCC)=O)C)(OCC)OCC 1-(5-triethoxysilyl-2-aza-2-methyl-pentyl)-3,4,6-tris-ethoxymethyl-tetrahydro-imidazo[4,5-d]imidazole-2,5-dione